C(N)(=O)C=1C(=NN2C1N=CC=C2C(NC2CC1=CC=CC=C1C2)=O)C2CN(C2)C(=O)OC(C)(C)C tert-butyl 3-[3-carbamoyl-7-(indan-2-ylcarbamoyl)pyrazolo[1,5-a]pyrimidin-2-yl]azetidine-1-carboxylate